C1(=CC=CC=C1)C=1C2=CC=CC=C2C(=C2C=CC(=CC12)N(C=1C=CC=2N(C3=CC=CC=C3C2C1)C1=CC=CC=C1)C1=CC=CC=C1)C1=CC=CC=C1 9,10-diphenyl-2-[N-phenyl-N-(9-phenyl-carbazol-3-yl)-amino]Anthracene